[N+](=O)([O-])C1=CC=C(C=C1)CCN 2-(4-nitrophenyl)ethylamine